1-(4-morpholinebenzyl-phenyl)butanone N1(CCOCC1)C1=CC=CC=C1CC1=CC=C(C=C1)CC(CC)=O